BrC1=CC=C2CCN(CC2=C1)C1=NC(=CC=C1)C1=NN=CN1C(C)C 7-bromo-2-(6-(4-isopropyl-4H-1,2,4-triazol-3-yl)pyridin-2-yl)-3,4-dihydroisoquinolin